4-[5-(1-hydroxy-1-methyl-ethyl)-2-[[4-[2-(4-piperidyl)ethyl]phenyl]methyl]phenyl]-6-methyl-1H-pyrrolo[2,3-c]pyridin-7-one OC(C)(C)C=1C=CC(=C(C1)C=1C2=C(C(N(C1)C)=O)NC=C2)CC2=CC=C(C=C2)CCC2CCNCC2